C(C)(=O)OC(C(=O)OC)(C)C methyl α-acetyloxyisobutyrate